N-[2-cyano-3-(2,3-dihydro-1-benzofuran-6-yl)phenyl]-4,5,6,7-tetrahydro[1,3]thiazolo[5,4-c]pyridine-2-carboxamide C(#N)C1=C(C=CC=C1C1=CC2=C(CCO2)C=C1)NC(=O)C=1SC=2CNCCC2N1